(1R,3s,5S)-8-(5-(5-fluoro-2-methylpyridin-4-yl)-1H-pyrazole-3-carbonyl)-N-((1r,4R)-4-methoxy-4-(trifluoromethyl)cyclohexyl)-8-azabicyclo[3.2.1]octane-3-carboxamide FC=1C(=CC(=NC1)C)C1=CC(=NN1)C(=O)N1[C@H]2CC(C[C@@H]1CC2)C(=O)NC2CCC(CC2)(C(F)(F)F)OC